C(C)(C)C1=CN=C2N1C=C(C=C2NC2CCN(CC2)C[C@@H]2CN(CCO2)C(=O)OCCCC)C(F)(F)F butyl (2R)-2-[[4-[[3-isopropyl-6-(trifluoromethyl)imidazo[1,2-a]pyridin-8-yl]amino]-1-piperidyl]methyl]morpholine-4-carboxylate